4,4,5,5-tetramethyl-1,3-dioxolane CC1(OCOC1(C)C)C